(1S,3R)-3-acetylamino-N-(4-(5,5-dimethyl-5,6-dihydro-4H-pyrrolo[1,2-b]pyrazol-3-yl)-5-methoxypyridin-2-yl)cyclohexane-1-carboxamide C(C)(=O)N[C@H]1C[C@H](CCC1)C(=O)NC1=NC=C(C(=C1)C1=C2N(N=C1)CC(C2)(C)C)OC